(2S,4S)-4-((methylsulfonyl)oxy)pyrrolidine-1,2-dicarboxylic acid 1-(tert-butyl) ester 2-methyl ester COC(=O)[C@H]1N(C[C@H](C1)OS(=O)(=O)C)C(=O)OC(C)(C)C